N-((1S)-1-(5-((4,5-Dichloro-2,3-dihydro-1H-inden-2-yl)amino)pyridin-2-yl)-2,2,2-trifluoroethyl)-N-methyl-1-(oxetane-2-carbonyl)azetidine-3-carboxamide ClC1=C2CC(CC2=CC=C1Cl)NC=1C=CC(=NC1)[C@@H](C(F)(F)F)N(C(=O)C1CN(C1)C(=O)C1OCC1)C